dipropyl-[4-(1-phenylvinyl)phenyl]silane C(CC)[SiH](C1=CC=C(C=C1)C(=C)C1=CC=CC=C1)CCC